CO[Si]1(N(CCC1)CCCC[Si](OCC)(C)C)C 2-methoxy-2-methyl-1-(4-dimethylethoxysilylbutyl)-1-aza-2-silacyclopentane